2,2'-(Ethane-1,2-diylbis(5-carbamoyl-4-methoxy-1H-benzo[d]imidazole-1,2-diyl))bis(3-chlorobenzoic acid) C(CN1C(=NC2=C1C=CC(=C2OC)C(N)=O)C2=C(C(=O)O)C=CC=C2Cl)N2C(=NC1=C2C=CC(=C1OC)C(N)=O)C1=C(C(=O)O)C=CC=C1Cl